5-fluorouracil methyl-succinate CC(C(=O)O)CC(=O)O.FC=1C(NC(NC1)=O)=O